C(CCCC=C)C(C(=O)O)CC(=O)O 2-(hex-5-enyl)-succinic acid